CN1C=NC(=C1)C1=NC=2C=C(C=CC2C2=C1N=C(N=C2)N)C(F)(F)F 5-(1-methyl-1H-imidazol-4-yl)-8-(trifluoromethyl)pyrimido[4,5-c]quinolin-3-amine